(S)-4-(5-(3-((6-((S)-3-carboxybutanoyl)-3-methoxy-6,7-dihydro-5H-pyrrolo[3,4-b]pyridin-2-yl)oxy)propoxy)-6-hydroxy-thieno[3,2-b]pyridin-2-yl)-2-methyl-4-oxobutanoic acid C(=O)(O)[C@H](CC(=O)N1CC2=NC(=C(C=C2C1)OC)OCCCOC1=C(C=C2C(=N1)C=C(S2)C(C[C@@H](C(=O)O)C)=O)O)C